COC(=O)C1=NN(C=C1C=1C2=C(N=CN1)N(C=C2)COCC[Si](C)(C)C)C2(CN(C2)C(=O)OC(C)(C)C)CC#N 1-(1-(tert-butoxycarbonyl)-3-(cyanomethyl)azetidin-3-yl)-4-(7-((2-(trimethylsilyl)ethoxy)methyl)-7H-pyrrolo[2,3-d]pyrimidin-4-yl)-1H-pyrazole-3-carboxylic acid methyl ester